4-morpholinoethyl-morpholine O1CCN(CC1)CCN1CCOCC1